trans-2,4-hexanedial CC(CC(CC)=O)=O